C(C)(C)(C)OC(=O)C(CCCCC(C(C1=CC=CC=C1)=O)C(C1=CC=CC=C1)=O)CCCCC(=O)OC(C)(C)C dibenzoyldecane-6,10-dicarboxylic acid di-tert-butyl ester